1-(3-fluoro-2-methylphenyl)-3-(1-tosyl-1H-indol-5-yl)cyclopentane-1-carboxylic acid FC=1C(=C(C=CC1)C1(CC(CC1)C=1C=C2C=CN(C2=CC1)S(=O)(=O)C1=CC=C(C)C=C1)C(=O)O)C